FC1=C(C=C(C(=C1OC)F)F)NC(OC(C)(C)C)=O tert-butyl (2,4,5-trifluoro-3-methoxyphenyl)carbamate